FC([C@@H](C1=CC=C(C=C1)F)N1N=CC(=C1)C1=NC(=NC=C1C)C1=CC=2N(C=C1)N=C(N2)N)(C)F (R)-7-(4-(1-(2,2-difluoro-1-(4-fluoro-phenyl)propyl)-1H-pyrazol-4-yl)-5-methylpyrimidin-2-yl)-[1,2,4]triazolo-[1,5-a]pyridin-2-amine